dichlorohexamethyl-octanediamine ClC(C(C(C(C(N)(N)C)(C)C)(C)C)(C)Cl)CCC